C(C1=CC=CC=C1)N1CC=C(C=C1)C1=CC=NC=C1 1-benzyl-4,4'-bipyridine